1-(2-((tert-butyldimethylsilyl)oxy)ethoxy)cyclopropane-1-carboxylic acid methyl ester COC(=O)C1(CC1)OCCO[Si](C)(C)C(C)(C)C